CC1=NN(C(=C1)C)C=1C=C(C=CC1)[C@H](CC(=O)OC)CN1CCC2(CN(C2)CC2=NC=3NCCCC3C=C2)CC1 methyl (S)-3-(3-(3,5-dimethyl-1H-pyrazol-1-yl)phenyl)-4-(2-((5,6,7,8-tetrahydro-1,8-naphthyridin-2-yl)methyl)-2,7-diazaspiro[3.5]nonan-7-yl)butanoate